1-benzyl-4-([1-[{tert-butoxy}carbonyl]azetidin-3-yl]oxy)pyridin-1-ium C(C1=CC=CC=C1)[N+]1=CC=C(C=C1)OC1CN(C1)C(=O)OC(C)(C)C